N-(3-(2'-fluoro-[1,1'-biphenyl]-4-yl)propyl)tetrahydro-2H-pyran-4-carboxamide FC1=C(C=CC=C1)C1=CC=C(C=C1)CCCNC(=O)C1CCOCC1